6-(2,4-Dimethyl-1H-benzimidazol-6-yl)-2-(piperidin-4-yl)-1,3-benzothiazol-Hydrochlorid Cl.CC1=NC2=C(N1)C=C(C=C2C)C2=CC1=C(N=C(S1)C1CCNCC1)C=C2